C(C1=CC=CC=C1)OC1=C2C(=C(N(C2=CC=C1)C1=CC(=C(C=C1)F)F)C1CCOCC1)C1=C(C=C(C(=O)O)C=C1)F 4-[4-benzyloxy-1-(3,4-difluorophenyl)-2-tetrahydropyran-4-yl-indol-3-yl]-3-fluoro-benzoic acid